tris[(prop-2-yn-1-yloxy)methyl]phosphane oxide C(C#C)OCP(COCC#C)(COCC#C)=O